CC1N(CCCC1)C1=CC(=NC2=CN=CC=C12)C1=CC=NC=C1 4-(2-methylpiperidin-1-yl)-2-(pyridin-4-yl)-1,7-naphthyridine